BrCC1(COC2(OC1)CCCCCCCCCCC2)CBr 3,3-dibromomethyl-1,5-dioxa-spiro[5.11]heptadecane